(4,4-difluoropiperidin-1-yl)(1-(6-(5-methyl-1H-1,2,3-triazol-4-yl)pyridin-3-yl)-1H-pyrrolo[2,3-b]pyridin-5-yl)methanone FC1(CCN(CC1)C(=O)C=1C=C2C(=NC1)N(C=C2)C=2C=NC(=CC2)C=2N=NNC2C)F